3-Bromo-2-(4-fluoro-2-methyl-phenoxy)-4-methyl-5-(trifluoromethyl)pyridine BrC=1C(=NC=C(C1C)C(F)(F)F)OC1=C(C=C(C=C1)F)C